CNC(=O)C1=NC=C(C=C1)OC1=NC(=NC(=C1)C1=CCCCC1C)NS(=O)(=O)C=1C=NN(C1)C N-methyl-5-[6-(6-methylcyclohexen-1-yl)-2-[(1-methylpyrazol-4-yl)sulfonylamino]pyrimidin-4-yl]oxy-pyridine-2-carboxamide